silolo[3,2-b:4,5-b']dipyridin N1=C2C(=CC=C1)[SiH2]C=1C2=NC=CC1